tert-Butyl 3-(4-{2-[ethyl(isopropyl)carbamoyl]-phenyl}1-methyl-1H-pyrazolo[3,4-b]pyridin-6-yl)pyrrolidine-1-carboxylate C(C)N(C(=O)C1=C(C=CC=C1)C1=C2C(=NC(=C1)C1CN(CC1)C(=O)OC(C)(C)C)N(N=C2)C)C(C)C